C(C)N(CCCCCCCCCCSC1=C2CN(C(C2=CC=C1)=O)C1C(NC(CC1)=O)=O)CC 3-(4-((10-(diethylamino)decyl)thio)-1-oxoisoindolin-2-yl)piperidine-2,6-dione